(1R,5S,6r)-3-(t-butoxycarbonyl)-3-azabicyclo[3.1.0]hexane-6-carboxylic acid C(C)(C)(C)OC(=O)N1C[C@H]2C([C@H]2C1)C(=O)O